1-(4-(8-oxa-3-azabicyclo[3.2.1]octane-3-carbonyl)phenyl)-3-(4-methoxybenzyl)urea C12CN(CC(CC1)O2)C(=O)C2=CC=C(C=C2)NC(=O)NCC2=CC=C(C=C2)OC